3-(2-oxa-7-azaspiro[3.5]nonan-7-yl)benzene-1,2-diamine C1OCC12CCN(CC2)C2=C(C(=CC=C2)N)N